1-(4-chloro-2-methylpyridin-3-yl)cyclopropane-1-carboxylic acid ClC1=C(C(=NC=C1)C)C1(CC1)C(=O)O